4-((6-Nitropyridin-3-yl)oxy)-2,3'-bipyridine [N+](=O)([O-])C1=CC=C(C=N1)OC1=CC(=NC=C1)C=1C=NC=CC1